C(#N)C(C)(C)C1=C(C(=O)NC2=CC(=C(C=C2)C)NC=2C=C3C(N(C=NC3=CC2)C)=O)C=CC=C1 1-cyano-1-methylethyl-N-[3-[(3,4-dihydro-3-methyl-4-oxo-6-quinazolinyl)amino]-4-methylphenyl]-benzamide